O(C#N)C1=CC=C(C=C1)C(C1=CC=C(C=C1)C1=CC=CC=C1)C1=CC=C(C=C1)OC#N 4-[bis(4-cyanatophenyl)methyl]Biphenyl